ClC=1C(=NC(=C(C1CC)Cl)F)F 3,5-dichloro-4-ethyl-2,6-difluoropyridine